C1(CC1)NC(C1=C(C=C(C=C1OC)C1=CN=C2N1C=CC(=C2)OCCCN2CCC1(CNC(O1)=O)CC2)OC(F)F)=O N-cyclopropyl-2-(difluoromethoxy)-6-methoxy-4-[7-[3-(2-oxo-1-oxa-3,8-diazaspiro[4.5]decan-8-yl)propoxy]imidazo[1,2-a]pyridin-3-yl]benzamide